C(C)C=1C=CC=C2C(=NNC12)NC(C1=CC=C(C=C1)F)=O N-(7-ethyl-1H-indazol-3-yl)-4-fluorobenzamide